Diisopropylamine 2-(2,6-dimethyl-4-((5-oxo-4-(4-(trifluoromethoxy)phenyl)-4,5-dihydro-1H-1,2,4-triazol-1-yl)methyl)phenoxy)-2-methylpropionate CC1=C(OC(C(=O)O)(C)C)C(=CC(=C1)CN1N=CN(C1=O)C1=CC=C(C=C1)OC(F)(F)F)C.C(C)(C)NC(C)C